(2,3-difluoro-4-methoxy-5-nitro-phenyl)methanol FC1=C(C=C(C(=C1F)OC)[N+](=O)[O-])CO